CN1N=NC(=C1C)C1=CC=C2C=3C=CC(=CC3C(C2=C1)(F)F)C=1N=NNC1C(=O)O 4-(7-(1,5-dimethyl-1H-1,2,3-triazol-4-yl)-9,9-difluoro-9H-fluoren-2-yl)-1H-1,2,3-triazole-5-carboxylic acid